4-phenylethynyl-benzonitrile C1(=CC=CC=C1)C#CC1=CC=C(C#N)C=C1